CC(C)(C)OC(=O)N1C=CC=2C1=NC=CC2 pyrrolo[2,3-b]pyridine-1-carboxylic acid-2-methylprop-2-yl ester